(5-((R)-1-(3,5-dichloropyridin-4-yl)ethoxy)-6-methoxy-1-(tetrahydro-2H-pyran-2-yl)-1H-indazol-3-yl)-2-(3-hydroxy-3-methylazetidin-1-yl)nicotinonitrile ClC=1C=NC=C(C1[C@@H](C)OC=1C=C2C(=NN(C2=CC1OC)C1OCCCC1)C1=NC(=C(C#N)C=C1)N1CC(C1)(C)O)Cl